2-hydroxy-1-(5,6-dihydropyridin-1(2H)-yl)ethylketon OCC(N1CC=CCC1)C(=O)C(CO)N1CC=CCC1